C(C)(C)(C)C=1C=C(C=C(C1)C(C)(C)C)[C@H]([C@@H](CC)C1=NC2=CC=CC=C2C=C1)NC(C)=O N-((1S,2R)-1-(3,5-di-tert-butylphenyl)-2-(quinolin-2-yl)butyl)acetamide